I.NCCCC(=O)O 4-aminobutyric acid hydriodide